C(CCCC(=O)OCC(CCCCCCCC)CCCCCC)(=O)OC(C(NCCC(OCCN1CCOCC1)=O)=O)C(COC(CC(OCC(CCCCCCCC)CCCCCC)=O)=O)(C)C 18-Hexyl-10,10-dimethyl-1-morpholino-4,8,13,15-tetraoxo-3,12,16-trioxa-7-azahexacosan-9-yl (2-hexyldecyl) glutarate